2-chloro-N-((1R,5S,6r)-3-(5-(3-cyano-6-(1-methyl-1H-pyrazol-4-yl)pyrazolo[1,5-a]pyridin-4-yl)pyridin-2-yl)-3-azabicyclo[3.1.0]hexan-6-yl)-6-fluorobenzenesulfonamide ClC1=C(C(=CC=C1)F)S(=O)(=O)NC1[C@@H]2CN(C[C@H]12)C1=NC=C(C=C1)C=1C=2N(C=C(C1)C=1C=NN(C1)C)N=CC2C#N